N-(6-(2-methoxypyridin-4-yl)benzo[d]thiazol-2-yl)-1-methylazetidine-3-carboxamide COC1=NC=CC(=C1)C1=CC2=C(N=C(S2)NC(=O)C2CN(C2)C)C=C1